(1S,4R)-methyl 2-norbornene-2-carboxylate [C@H]12C(=C[C@H](CC1)C2)C(=O)OC